Nickel(II) lactat C(C(O)C)(=O)[O-].[Ni+2].C(C(O)C)(=O)[O-]